(R)-(3-aminopiperidin-1-yl)(3-methyl-2-(1-(thiophen-3-ylmethyl)-1H-indol-2-yl)imidazo[1,2-a]pyridin-7-yl)methanone N[C@H]1CN(CCC1)C(=O)C1=CC=2N(C=C1)C(=C(N2)C=2N(C1=CC=CC=C1C2)CC2=CSC=C2)C